methyl-piperidin-1-yl-nicotinic acid CC1=NC(=C(C(=O)O)C=C1)N1CCCCC1